O=C1N(N=C(C(N1)=O)C#N)C1=CC=CC=C1 3,5-dioxo-2-phenyl-2,3,4,5-tetrahydro-1,2,4-triazine-6-carbonitrile